p-(dihydroxyboryl)benzyl carbamate C(N)(OCC1=CC=C(C=C1)B(O)O)=O